O1C=NC=C1C=1C=C(C=CC1)CN (3-(oxazol-5-yl)phenyl)methanamine